1-[(2S)-7-Methyl-6-(pyrimidin-2-yl)-3,4-dihydro-1H-spiro[1,8-naphthyridin-2,3'-pyrrolidin]-1'-yl]-2-[4-(trifluoromethyl)phenyl]propan-1-on CC1=C(C=C2CC[C@]3(CN(CC3)C(C(C)C3=CC=C(C=C3)C(F)(F)F)=O)NC2=N1)C1=NC=CC=N1